C(C)C1(C(NC2=NC=C(C=C21)F)=O)C 3-ethyl-5-fluoro-3-methyl-1H-pyrrolo[2,3-b]pyridin-2-one